N-[2-(4-chlorophenyl)ethyl]-2-[1-[(4-methylphenyl)methyl]-5-oxopyrrolidin-2-yl]acetamide ClC1=CC=C(C=C1)CCNC(CC1N(C(CC1)=O)CC1=CC=C(C=C1)C)=O